FC1=C(CN2C(C3=CC=C(C=C3C=N2)S(=O)(=O)C2=CC=CC=C2)=O)C=C(C=C1)OC 2-(2-fluoro-5-methoxybenzyl)-6-(phenylsulfonyl)phthalazin-1(2H)-one